[C@H]1([C@H](O)[C@@H](O)[C@H](O)CO1)O[C@@H]([C@@H]([C@H](C=O)O)O)CO 4-O-alpha-D-xylopyranosyl-D-xylose